1-bromoimidazo[1,5-a]-pyridin-3-amine BrC=1N=C(N2C1C=CC=C2)N